CCCCCCCCCC(CC\C=C/CCCCCC)=O (Z)-eicosa-13-en-10-one